NC1=C2C(=NC=N1)N(N=C2C2=CC=C(C=C2)OC2=CC=CC=C2)[C@H]2CN(CCC2)C(CSC2=C1CN(C(C1=CC=C2)=O)C2C(NC(CC2)=O)=O)=O 3-(4-((2-((R)-3-(4-amino-3-(4-phenoxyphenyl)-1H-pyrazolo[3,4-d]pyrimidin-1-yl)piperidin-1-yl)-2-oxoethyl)thio)-1-oxoisoindoline-2-yl)piperidine-2,6-dione